6-[4-carbomethoxy-3-(trifluoromethoxy)benzylidene]-2-azaspiro[3.3]heptane-2-carboxylic acid tert-butyl ester C(C)(C)(C)OC(=O)N1CC2(C1)CC(C2)=CC2=CC(=C(C=C2)C(=O)OC)OC(F)(F)F